2-(6-(4-(4-(dimethoxymethyl)piperidin-1-yl)phenyl)-1-fluoro-3-(tetrahydro-2H-pyran-2-yl)-3,8,9,10-tetrahydrocyclohepta[e]indazol-7-yl)ethan-1-ol COC(C1CCN(CC1)C1=CC=C(C=C1)C1=C(CCCC=2C=3C(=NN(C3C=CC21)C2OCCCC2)F)CCO)OC